((4-(4-amino-7-methyl-7H-pyrrolo[2,3-d]pyrimidin-5-yl)-3-fluorophenyl)imino)hexahydro-1λ6-thiopyran 1-oxide NC=1C2=C(N=CN1)N(C=C2C2=C(C=C(C=C2)N=S2(CCCCC2)=O)F)C